C(CC)OCOCCCC(CC(CC(CC(CC(CC(CC(CCCCl)C)C)C)C)C)C)C 19-chloro-4,6,8,10,12,14,16-heptamethylnonadecyl propyloxymethyl ether